Iridium (iii) (picolinic acid) N1=C(C=CC=C1)C(=O)O.[Ir+3]